7-chloro-1-(4-fluoro-1,3-thiazol-2-yl)-5-methyl-4-oxo-1,4-dihydro-1,8-naphthyridine-3-carboxylic acid ClC1=CC(=C2C(C(=CN(C2=N1)C=1SC=C(N1)F)C(=O)O)=O)C